1,2,3,5-tetrakis(mercaptomethylthio)benzene SCSC1=C(C(=CC(=C1)SCS)SCS)SCS